BrC1=C2C(N(C(C2=CC=C1)(F)F)CC(=O)O)=O (4-bromo-1,1-difluoro-3-oxo-isoindolin-2-yl)acetic acid